1-{2-chloro-5H,6H,7H-cyclopenta[d]pyrimidin-4-yl}-N-(4-methoxyphenyl)piperidin-3-amine ClC=1N=C(C2=C(N1)CCC2)N2CC(CCC2)NC2=CC=C(C=C2)OC